C[Si](N1C=NCC1CCC[Si](OCC)(OCC)C)(C)C N-trimethylsilyl-(4,5-dihydroimidazol-5-yl)propyl-(methyl)diethoxysilane